ClC=1C=C(C=C2C(=C(C=NC12)C#N)NC=1C=NC(=C(C1)F)F)N[C@@H](C=1C=NC=CC1)C=1N=NN(C1)C1CC1 (S)-8-chloro-6-(((1-cyclopropyl-1H-1,2,3-triazol-4-yl)(pyridin-3-yl)methyl)amino)-4-((5,6-difluoropyridin-3-yl)amino)quinoline-3-carbonitrile